COC(C1CC2(C1)CCN(CC2)C2=CC=C(C=C2)[C@H]2[C@H](CCC1=CC(=CC=C21)OCOCCOC)CC(C)C)OC 2-(dimethoxymethyl)-7-(4-((1R,2R)-2-isobutyl-6-((2-methoxyethoxy)methoxy)-1,2,3,4-tetrahydronaphthalen-1-yl)phenyl)-7-azaspiro[3.5]nonane